O=C1CC[C@H](N1)CCS(=O)(=O)O.C1(=CC=CC=C1)C(C(=O)NC1=CC=C(C=C1)C)=CC1=CC=CC=C1 2,3-diphenyl-N-(p-tolyl)acrylamide (S)-(5-oxopyrrolidin-2-yl)methyl-methanesulfonate